NC1=C(C=C2C(=N1)C=C(N2)CN2CC=1C=NC=CC1[C@@]21CN(CC1)CC1=CC=C(C=C1)F)F (S)-2'-((5-Amino-6-fluoro-1H-pyrrolo[3,2-b]pyridin-2-yl)methyl)-1-(4-fluorobenzyl)spiro[pyrrolidine-3,1'-pyrrolo[3,4-c]pyridine]